COCCOC1CCC(CC1)NC(=O)C=1C2=C(N=C(N1)C#C[Si](C)(C)C)C=CN2 N-((1r,4r)-4-(2-methoxyethoxy)cyclohexyl)-2-((trimethylsilyl)ethynyl)-5H-pyrrolo[3,2-d]pyrimidine-4-carboxamide